(2S,4R)-1-[(2S)-2-amino-3,3-dimethylbutanoyl]-4-hydroxy-N-[(l)-1-[4-(4-methyl-1,3-thiazol-5-yl)phenyl]ethyl]pyrrolidine-2-carboxamide hydrochloride Cl.N[C@H](C(=O)N1[C@@H](C[C@H](C1)O)C(=O)NC(C)C1=CC=C(C=C1)C1=C(N=CS1)C)C(C)(C)C